BrC=1C=CC(C(C1)C)(C)C 6-Bromo-2,3,3-trimethyl-3H-benzol